COC=1C=C2C(=CC=NC2=CC1OC)OC1=C(C=C(C=C1)NC(=O)C1=CN(C=2C(NC3=C(C2C1=O)C=CC(=C3)F)=O)CC3CCOCC3)F N-(4-((6,7-dimethoxyquinolin-4-yl)oxy)-3-fluorophenyl)-8-fluoro-1,5-dioxo-4-((tetrahydro-2H-pyran-4-yl)methyl)-1,4,5,6-tetrahydrobenzo[f][1,7]naphthyridine-2-carboxamide